12H-phthaloperin C1=CC=C2C=CC=C3N=C4C5=CC=CC=C5CN4C1=C23